tert-butyl (S)-4-(1-((6-methoxy-2-methyl-2H-benzo[d][1,2,3]triazol-5-yl)carbamoyl)-2,3-dihydro-1H-pyrrolo[2,3-b]pyridin-4-yl)-2-methylpiperazine-1-carboxylate COC=1C(=CC=2C(=NN(N2)C)C1)NC(=O)N1CCC=2C1=NC=CC2N2C[C@@H](N(CC2)C(=O)OC(C)(C)C)C